Trans-Beta-Carotene CC1(C)CCCC(C)=C1\C=C\C(\C)=C\C=C\C(\C)=C\C=C\C=C(/C)\C=C\C=C(/C)\C=C\C1=C(C)CCCC1(C)C